[Si](C)(C)(C(C)(C)C)OC1CCC(CC1)C(=O)N(C)[C@@H](C(F)(F)F)C1=CC=C(C=C1)NC=1C=NC2=CC=CN=C2C1C1CC1 (1r,4S)-4-((tert-butyldimethylsilyl)oxy)-N-((S)-1-(4-((4-cyclopropyl-1,5-naphthyridin-3-yl)amino)phenyl)-2,2,2-trifluoroethyl)-N-methylcyclohexanecarboxamide